Benzyloxycarbonyl-aspartic anhydride C(C1=CC=CC=C1)OC(=O)N[C@H]1CC(=O)OC1=O